CC1(C(C1\C=C/C(F)(F)F)C(=O)OCC1=C(C(=C(C(=C1F)F)COC)F)F)C [2,3,5,6-tetrafluoro-4-(methoxymethyl) phenyl]Methyl 2,2-dimethyl-3-[(1Z)-3,3,3-trifluoro-1-propen-1-yl]Cyclopropaneformate